(3S)-3-[8-[4-[4-[4-[3-amino-6-(2-hydroxyphenyl)pyridazin-4-yl]pyrazol-1-yl]-1-piperidyl]cyclohexyl]-2,3-dihydro-1,4-benzoxazin-4-yl]piperidine-2,6-dion NC=1N=NC(=CC1C=1C=NN(C1)C1CCN(CC1)C1CCC(CC1)C1=CC=CC=2N(CCOC21)[C@@H]2C(NC(CC2)=O)=O)C2=C(C=CC=C2)O